(1S,2R,5R)-3-((3-fluoro-4-((1-methyl-1H-pyrazol-4-yl)oxy)phenyl)sulfonyl)-8-((2-methoxyethoxy)carbonyl)-3,8-diazabicyclo[3.2.1]octane-2-carboxylic acid FC=1C=C(C=CC1OC=1C=NN(C1)C)S(=O)(=O)N1[C@H]([C@@H]2CC[C@H](C1)N2C(=O)OCCOC)C(=O)O